C[C@@H]1CC[C@H](N(C1)C(C(=O)NC=1C=C(C=NC1)C(=O)N)=O)C1=CC=C(C=C1)N[C@H]1C(N(CC1)C)=O 5-[[2-[(2S,5R)-5-methyl-2-[4-[[(3R)-1-methyl-2-oxo-pyrrolidin-3-yl]amino]phenyl]-1-piperidyl]-2-oxo-acetyl]amino]pyridine-3-carboxamide